CC(=C)[C@H](CC1=C2C(=C(C=C1OC)OC)C(=O)C[C@H](O2)C3=CC4=C(C=C3)OCO4)O The molecule is an extended flavonoid that is 3',4'-methylenedioxyflavanone substituted by methoxy groups at positions 5 and 7 and a 2-hydroxy-3-methyl-3-butenyl moiety at position 8 (the 2S stereoisomer). Isolated from the stem barks of Pongamia pinnata, it acts as a an inducer of quinone reductase, a phase II enzyme that protects cells against reactive, toxic and potentially carcinogenic species. It has a role as a metabolite and an antineoplastic agent. It is an extended flavonoid, a member of benzodioxoles, a dimethoxyflavanone and a secondary alcohol.